C1=CC=CC=2C3=CC=CC=C3C(C12)COC(=O)N([C@H](C(=O)O)CC1=CC=C(C=C1)C)CC (S)-2-((((9H-fluoren-9-yl)methoxy)carbonyl)(ethyl)amino)-3-(p-tolyl)propanoic Acid